(2-(4-(4-cyanophenyl)piperidine-1-carbonyl)-5-methylpyridin-4-yl)-6-(isopropylamino)nicotinamide C(#N)C1=CC=C(C=C1)C1CCN(CC1)C(=O)C1=NC=C(C(=C1)C1=C(C(=O)N)C=CC(=N1)NC(C)C)C